5-[2-(2-cyano-2-methylideneethyl)-1-oxo-2,3-dihydro-1H-isoindol-4-yl]-4-fluorobenzonitrile C(#N)C(CN1C(C2=CC=CC(=C2C1)C=1C(=CC=C(C#N)C1)F)=O)=C